C1(=CC=C(C=C1)NC1=CC=C(C=C1)C1=CC=CC=C1)C1=CC=CC=C1 bis(biphenyl-4-yl)-amine